C(C1=CC=CC=C1)N1CCC(CC1)(C(=O)N)C=1C=NC(=CC1)Cl 1-benzyl-4-(6-chloro-3-pyridinyl)piperidine-4-carboxamide